1-[((3R)-pyrrolidin-3-yl)methyl-5-(4-methoxyphenyl)pyrrolo[3,2-b]pyridin-6-yl]-2-fluorobenzenecarbonitrile HCl salt Cl.N1C[C@H](CC1)CC1=CC2=NC(=C(C=C2N1)C1(C(C=CC=C1)F)C#N)C1=CC=C(C=C1)OC